3-((3-(benzyloxy)azetidin-1-yl)sulfonyl)-1-methyl-1H-imidazol-3-ium trifluoromethanesulfonate FC(S(=O)(=O)[O-])(F)F.C(C1=CC=CC=C1)OC1CN(C1)S(=O)(=O)[N+]1=CN(C=C1)C